P(=O)(O)(O)OC[C@@H]1[C@H](C[C@@H](O1)N1C(=O)NC(=O)C(C)=C1)O.P(=O)(O)(O)O phosphate-thymidine 5'-monophosphate